2-(4,4-difluoropiperidin-1-yl)-6-methylisonicotinohydrazide FC1(CCN(CC1)C=1C=C(C(=O)NN)C=C(N1)C)F